COC(=O)C1=CC=C(C=C1)C1=CC=C(C=C1)S(NC1=CC=C(C=C1)Br)(=O)=O 4'-[(4-bromophenyl)sulfamoyl]-[1,1'-biphenyl]-4-carboxylic acid methyl ester